BrC=1C=C(C(=O)OC)C=C(C1OC(F)F)F Methyl 3-bromo-4-(difluoromethoxy)-5-fluorobenzoate